CC(C(C)C)Br 1,2-Dimethylpropylbromid